ClC1=C(C=C(C(=C1)F)N1C(N(C(=CC1=O)C(F)(F)F)C)=O)SC(C(=O)O)C(C)C 2-({2-chloro-4-fluoro-5-[3-methyl-2,6-dioxo-4-(trifluoromethyl)-3,6-dihydropyrimidine-1(2H)-yl]phenyl}sulfanyl)-3-methylbutanoic acid